(2R,6S,7as)-2,6-Difluorotetrahydro-1H-pyrrolizine F[C@@H]1CC2=C[C@@H](CN2C1)F